COC1=C(CNC=2OC=C(N2)C2=CC=C(C=C2)C(F)(F)F)C=CC=C1OC N-(2,3-dimethoxybenzyl)-4-(4-(trifluoromethyl)phenyl)oxazol-2-amine